tert-butyl (1R,5S,6r)-6-[cyclopropyl (hydroxy) methyl]-3-azabicyclo[3.1.0]hexane-3-carboxylate C1(CC1)C(C1[C@H]2CN(C[C@@H]12)C(=O)OC(C)(C)C)O